N-((5,6-dichloro-1H-benzo[d]imidazol-2-yl)methyl)-N-(4-methoxybenzyl)-6-morpholino-3-(trifluoromethyl)imidazo[1,2-b]pyridazin-8-amine ClC1=CC2=C(NC(=N2)CN(C=2C=3N(N=C(C2)N2CCOCC2)C(=CN3)C(F)(F)F)CC3=CC=C(C=C3)OC)C=C1Cl